OCC=1C=CC(=NC1)C=1C=C2C(=NC1)N=C(S2)NC(C2=CN=C(C=C2C2=C(C=CC=C2)OC)C)=O N-(6-(5-(hydroxymethyl)pyridin-2-yl)thiazolo[4,5-b]pyridin-2-yl)-4-(2-methoxyphenyl)-6-methylnicotinamide